((2R,3S,4R,5S)-5-(4-aminopyrrolo[2,1-f][1,2,4]triazin-7-yl)-2-cyano-3,4-dihydroxytetrahydrofuran-2-yl)methyl (2-ethylbutyl) carbonate C(OC[C@]1(O[C@H]([C@@H]([C@@H]1O)O)C1=CC=C2C(=NC=NN21)N)C#N)(OCC(CC)CC)=O